pent-4-ynenitrile C(CCC#C)#N